FC=1C=NC=CC1C1=CC=C(C(=O)O)C=C1 4-(3-fluoropyridin-4-yl)benzoic acid